C(C)OC(CN(CC1=CC=CC=C1)CC)=O ethylbenzylglycine ethyl ester